europium(II) 1,4,7,10,13,16-hexaoxacyclooctadecan chloride [Cl-].O1CCOCCOCCOCCOCCOCC1.[Eu+2].[Cl-]